(2r,5s)-3-(4-aminophenylethyl)-2-(1-(4-bromophenyl)-3-(4-fluorophenyl)-1H-pyrazol-4-yl)-5-methyl-oxazolidin-4-one NC1=CC=C(C=C1)CCN1[C@H](O[C@H](C1=O)C)C=1C(=NN(C1)C1=CC=C(C=C1)Br)C1=CC=C(C=C1)F